FC1=CC=C(C(=O)N)C=C1F 4,5-difluorobenzamide